FC(C1=NN=C(O1)C1=CC=C2CN(C(C2=C1)=O)N(C(OC1CCOCC1)=O)CC1=CC=C(C=C1)F)F oxan-4-yl {6-[5-(difluoromethyl)-1,3,4-oxadiazol-2-yl]-1-oxo-1,3-dihydro-2H-isoindol-2-yl}[(4-fluorophenyl)methyl]carbamate